OC=1C=C2CC[C@]3(CCCC4=CC=CC=C34)[C@H](C2=CC1)C1=CC=C(C=C1)N1CCC(CC1)C=O 1-(4-((1R,1'R)-6'-hydroxy-3,3',4,4'-tetrahydro-1'H,2H-1,2'-spirobi[naphthalen]-1'-yl)phenyl)piperidine-4-carbaldehyde